3-methyl-N-(1-((R)-1-(4-methyl-5-((1R,5S)-2-oxo-3-azabicyclo[3.1.0]hexan-3-yl)pyrimidin-2-yl)ethyl)-1H-pyrazol-4-yl)pyrazine-2-carboxamide CC=1C(=NC=CN1)C(=O)NC=1C=NN(C1)[C@H](C)C1=NC=C(C(=N1)C)N1C([C@@H]2C[C@@H]2C1)=O